tert-butyl 3-[4-[3-fluoro-5-methyl-8-[(2R)-2-(trifluoromethyl)azetidin-1-yl]imidazo[1,2-a]pyrazin-6-yl]triazol-2-yl]azetidine-1-carboxylate FC1=CN=C2N1C(=C(N=C2N2[C@H](CC2)C(F)(F)F)C2=NN(N=C2)C2CN(C2)C(=O)OC(C)(C)C)C